OC1(CNC1)[C@@H](C)NC(OC(C)(C)C)=O 1,1-dimethylethyl [(1R)-1-(3-hydroxyazetidin-3-yl)ethyl]carbamate